5-[3-(5-Thioxo-4H-[1,2,4]oxadiazol-3-yl)phenyl]-1H-naphtho[1,2-b][1,4]diazepine-2,4(3H,5H)-dione S=C1NC(=NO1)C=1C=C(C=CC1)N1C2=C(NC(CC1=O)=O)C1=CC=CC=C1C=C2